COC(=O)C1=CC2=C(OCC(N2C(C)=O)(C)C)C=C1[N+](=O)[O-] 4-acetyl-3,3-dimethyl-7-nitro-3,4-dihydro-2H-benzo[b][1,4]oxazine-6-carboxylic acid methyl ester